NC1=C(C2=C(S1)C(C(CC2)(CC2CCC2)C#N)=O)C(=O)N 2-Amino-6-cyano-6-(cyclobutylmethyl)-7-oxo-4,5,6,7-tetrahydrobenzo[b]thiophene-3-carboxamide